(2R,4R)-1-benzyl-4-hydroxypyrrolidine-2-carboxylic acid methyl ester COC(=O)[C@@H]1N(C[C@@H](C1)O)CC1=CC=CC=C1